F[B-](F)(F)F.C(C=C)[NH3+] allylammonium tetrafluoroborate